FC1=C2C3(C(N(C(C2=CC=C1C(F)(F)F)=O)CC(=O)NC1=NC=C(C=N1)F)=O)CC3 2-[5'-fluoro-1',3'-dioxo-6'-(trifluoromethyl)spiro[cyclopropane-1,4'-isoquinoline]-2'-yl]-N-(5-fluoropyrimidin-2-yl)acetamide